tert-butyl 4-[5-(5-methoxy-2,4-dimethyl-1,3-benzoxazol-6-yl)triazolo[4,5-b]pyridin-2-yl]piperidine-1-carboxylate COC=1C(=CC2=C(N=C(O2)C)C1C)C=1C=CC=2C(N1)=NN(N2)C2CCN(CC2)C(=O)OC(C)(C)C